NCCS(=O)(=O)N1CCC(CC1)NC1=NC=C(C(=N1)NC=1C=CC=C2CNC(C12)=O)Br 7-((2-((1-((2-aminoethyl)sulfonyl)piperidin-4-yl)amino)-5-bromopyrimidin-4-yl)amino)isoindolin-1-one